CC1=CC2=C(N=C(O2)CSC=2NC(C3=C(N2)N(N=C3)C3CCCCC3)=O)C=C1 6-(((6-Methylbenzo[d]oxazol-2-yl)methyl)thio)-1-cyclohexyl-1,5-dihydro-4H-pyrazolo[3,4-d]pyrimidin-4-on